[Ti].[Ba].[P].[Sr] strontium phosphorus barium titanium